Methyl 3α-Acetoxy-12-bromo-6α-ethyl-7-keto-11-hydroxy-5β-cholan-24-oate C(C)(=O)O[C@H]1C[C@H]2[C@H](C([C@H]3[C@@H]4CC[C@H]([C@@H](CCC(=O)OC)C)[C@]4(C(C([C@@H]3[C@]2(CC1)C)O)Br)C)=O)CC